CSC=1N=C(C2=C(N1)CCOC2)O 2-(methylsulfanyl)-5H,7H,8H-pyrano[4,3-d]pyrimidin-4-ol